ClC=1C(=CC2=C(NC[C@H](N(S2(=O)=O)C)C2CCCCC2)C1)B1OC(C(O1)(C)C)(C)C (R)-7-chloro-3-cyclohexyl-2-methyl-8-(4,4,5,5-tetramethyl-1,3,2-dioxaborolan-2-yl)-2,3,4,5-tetrahydrobenzo[f][1,2,5]thiadiazepine 1,1-dioxide